OB1OCC2=C1C(=C(C=C2)C(=O)N[C@@H](C(C)C)C(=O)OC2CCN(CC2)C)C 1-Methylpiperidin-4-yl (1-hydroxy-7-methyl-1,3-dihydrobenzo[c][1,2]oxaborole-6-carbonyl)-L-valinate